1,4-bis(t-Butoxycarbonyl)-2-methylpiperazine-2-carboxylic acid C(C)(C)(C)OC(=O)N1C(CN(CC1)C(=O)OC(C)(C)C)(C(=O)O)C